2-(3-amino-1H-pyrazol-1-yl)nicotinonitrile NC1=NN(C=C1)C1=C(C#N)C=CC=N1